C(C)(=O)OC1=C(C(=CC=C1)OC)F 2-fluoro-3-methoxyphenyl acetate